ClC=1C(=NC=NC1)NC=1C=CC=C2CCCN(C12)S(=O)(=O)C 5-chloro-4-((1-(methylsulfonyl)-1,2,3,4-tetrahydroquinolin-8-yl)amino)pyrimidine